(S)-1-(4-methoxybutan-2-yl)-N-((5-phenyl-1,3,4-thiadiazol-2-yl)methyl)-1H-1,2,3-triazole-4-carboxamide COCC[C@H](C)N1N=NC(=C1)C(=O)NCC=1SC(=NN1)C1=CC=CC=C1